2-(1-(2-(2,6-dioxopiperidin-3-yl)-3-oxo-2,3-dihydro-1H-benzofuro[2,3-c]pyrrol-6-yl)piperidin-4-yl)acetaldehyde O=C1NC(CCC1N1C(C2=C(C1)C1=C(O2)C=C(C=C1)N1CCC(CC1)CC=O)=O)=O